4-chloro-3-nitro-7-(trifluoromethyl)-1,8-naphthyridin-2(1H)-one ClC1=C(C(NC2=NC(=CC=C12)C(F)(F)F)=O)[N+](=O)[O-]